2',4'-difluoro-3-hydroxy-biphenyl-4-carboxylic acid 3-(2-dimethylaminomethyl-1-hydroxy-cyclohexyl)-phenyl ester CN(C)CC1C(CCCC1)(O)C=1C=C(C=CC1)OC(=O)C1=C(C=C(C=C1)C1=C(C=C(C=C1)F)F)O